C(C1=CC=CC=C1)N1CCC(CC1)CCNC(=O)N1[C@@H](CN(CC1)C1=CC(=C(C=C1)C#N)OC)C (2R)-N-[2-(1-benzylpiperidin-4-yl)ethyl]-4-(4-cyano-3-methoxyphenyl)-2-methylpiperazine-1-carboxamide